FC=1C=C(CN2C[C@@H](N(C[C@H]2C)C=2C3=C(N(C(N2)=O)C)C=CC(=N3)C#N)C)C=CC1F 4-((2s,5r)-4-(3,4-difluorobenzyl)-2,5-dimethylpiperazin-1-yl)-1-methyl-2-oxo-1,2-dihydropyrido[3,2-d]pyrimidine-6-carbonitrile